ClC1=C(C(N(C(N1C)=O)C)=O)C1=CC=CC=C1 6-chloro-5-phenyl-1,3-dimethyluracil